NC1=NC=2C=NC(=CC2C2=C1[C@H](OC2)C)C(=O)N2[C@@H](COCC2)C=2N=NC(=CC2)OCC ((3R)-4-amino-3-methyl-1,3-dihydrofuro[3,4-c][1,7]naphthyridin-8-yl)((3R)-3-(6-ethoxy-3-pyridazinyl)-4-morpholinyl)methanone